FC(C(=O)O)(F)F.N1CC(C1)CNCC1OCCCC1 [(azetidin-3-yl)methyl][(oxan-2-yl)methyl]amine trifluoroacetate